ergosta-7,24(28)-dien-3β-ol CC(C)C(=C)CC[C@@H](C)[C@H]1CC[C@H]2C3=CCC4C[C@H](CC[C@]4(C)[C@H]3CC[C@]12C)O